N1N=CC=2C1=NC=CC2C2=CC(NC=C2)=O 4-(1H-pyrazolo[3,4-b]pyridin-4-yl)-1H-pyridin-2-one